N1=C(C=CC=C1)C#CC=1C=CC(=NC1)C1=NOC(=N1)C(C)N1CCCC1 3-(5-(pyridin-2-ylethynyl)pyridin-2-yl)-5-(1-(pyrrolidin-1-yl)ethyl)-1,2,4-oxadiazole